NC1=C(C=C(C=N1)C=1C(=NC=CC1)F)C(=O)N[C@@H]1[C@H](CCC1)OCC1=CC=C(C=C1)C=1C=C2CC[C@@H](C2=CC1)N1CCN(CC1)C[C@H](CO)O 6-amino-N-[(1S,2S)-2-({4-[(1S)-1-{4-[(2R)-2,3-dihydroxypropyl]piperazin-1-yl}-2,3-dihydro-1H-inden-5-yl]phenyl}methoxy)cyclopentyl]-2'-fluoro[3,3'-bipyridine]-5-carboxamide